NC1=NC2=CC=C(C=C2C=C1C)C(=O)N(CC1=NC=C(C=C1)C(F)(F)F)[C@@H]1COCC[C@H]1OC 2-amino-N-((3R,4R)-4-methoxytetrahydro-2H-pyran-3-yl)-3-methyl-N-((5-(trifluoromethyl)-2-pyridinyl)methyl)-6-quinolinecarboxamide